ClC=1SC2=C(N1)C(=CC=C2OC)F 2-chloro-4-fluoro-7-methoxy-1,3-benzothiazole